1,4-Dihydroxyl-2-butanone OCC(CCO)=O